FC(C(=O)O)(F)F.NCCNC([C@@H](NC([C@@H](NC(CCCCCCCNC(CC[C@H](NC(N[C@@H](CCC(=O)O)C(=O)O)=O)C(=O)O)=O)=O)CC1=CC=CC=C1)=O)CC1=CC=CC=C1)=O (5S,8S,22S,26S)-1-amino-5,8-dibenzyl-4,7,10,19,24-pentaoxo-3,6,9,18,23,25-hexaazaoctacosane-22,26,28-tricarboxylic acid trifluoroacetate